C(C)OC(C(C)(C)OC1=C(C=C(C=C1Cl)CN1C(N(CC1)C1=CC=C(C=C1)C(F)(F)F)=O)Cl)=O 2-(2,6-dichloro-4-((2-oxo-3-(4-(trifluoromethyl)phenyl)imidazolin-1-yl)methyl)phenoxy)-2-methylpropanoic acid ethyl ester